Cl.NC1CCC(CC1)CN1C(\C(\C2=CC(=C(C=C12)C(=O)NC)OCC)=C/C=1NC(=CC1C)C)=O (Z)-1-(((1r,4r)-4-aminocyclohexyl)methyl)-3-((3,5-dimethyl-1H-pyrrol-2-yl)methylene)-5-ethoxy-N-methyl-2-oxoindoline-6-carboxamide hydrochloride